4-((1-(difluoromethyl)-2-methyl-1H-imidazol-4-yl)ethynyl)-N1-methyl-2,7-naphthyridine-1,6-diamine FC(N1C(=NC(=C1)C#CC1=CN=C(C2=CN=C(C=C12)N)NC)C)F